C(C)(=O)OCC1=NC2=C(N1C)C=C(C(=C2Cl)Br)C (5-bromo-4-chloro-1,6-dimethyl-1H-benzo[d]imidazol-2-yl)methyl acetate